(3,4-Dichlorophenyl){(3R)-11,11-difluoro-9-[(4-methoxyphenyl)methyl]-3-methyl-1,3,4,7,8,9,10,11-octahydro-2H-pyrido[4',3':3,4]pyrazolo[1,5-d][1,4]diazepin-2-yl}methanone ClC=1C=C(C=CC1Cl)C(=O)N1CC=2C(=NN3CCN(CC(C32)(F)F)CC3=CC=C(C=C3)OC)C[C@H]1C